NC([C@H](CO)NC(=O)C1=C(OC2=C1C=C(C=C2)OCC2=NOC(=C2)C)C)=O (S)-N-(1-amino-3-hydroxy-1-oxopropan-2-yl)-2-methyl-5-((5-methylisoxazol-3-yl)methoxy)benzofuran-3-carboxamide